2,6-difluoro-N-(4-fluorophenyl)-4-nitrobenzamide FC1=C(C(=O)NC2=CC=C(C=C2)F)C(=CC(=C1)[N+](=O)[O-])F